6-acetamido-3-(N-(1-(fluoromethyl)cyclopropyl)sulfamoyl)naphthalen-1-yl 1,1,2,2,3,3,4,4,4-nonafluorobutane-1-sulfonate FC(C(C(C(F)(F)F)(F)F)(F)F)(S(=O)(=O)OC1=CC(=CC2=CC(=CC=C12)NC(C)=O)S(NC1(CC1)CF)(=O)=O)F